1-(2-chloropyridin-3-yl)ethan-1-one ClC1=NC=CC=C1C(C)=O